C(C)OC1=CC2=C(NC(N2)=S)C=C1 5-ethoxy-1H-benzo[d]imidazole-2(3H)-thione